BrC1=C(C=CC(=C1)C(C)C)F 2-bromo-1-fluoro-4-isopropylbenzene